Cl.N[C@@H](CC(=O)OCN1N=CC(=C1)C=1SC=C(N1)C(NC=1C(=NN(C1)C1CCC(CC1)OCC)C1=NC(=CC=C1F)F)=O)C(=O)OC 4-((4-(4-((3-(3,6-difluoropyridin-2-yl)-1-((1r,4r)-4-ethoxycyclohexyl)-1H-pyrazol-4-yl) carbamoyl) thiazol-2-yl)-1H-pyrazol-1-yl) methyl) 1-methyl L-aspartate hydrochloride